Oxygen chroman-3-carboxylic acid O1CC(CC2=CC=CC=C12)C(=O)O.[O]